BrC=1C(NC(=NN1)SC)=O 6-bromo-3-(methylthio)-1,2,4-triazin-5(4H)-one